methyl-ethynyl alcohol CC#CO